CCC(CCC)NC1C(CCCC1)N N-(Hexane-3-yl)cyclohexane-1,2-diamine